tert-butyl (S)-(1-(2-morpholino-6-nitrothiazolo[4,5-b]pyridin-5-yl)piperidin-3-yl)carbamate O1CCN(CC1)C=1SC=2C(=NC(=C(C2)[N+](=O)[O-])N2C[C@H](CCC2)NC(OC(C)(C)C)=O)N1